1-(1-chloro-4-methylpyrido[3,4-d]pyridazin-7-yl)piperidine-4-carboxylic acid methyl ester COC(=O)C1CCN(CC1)C1=CC=2C(=C(N=NC2Cl)C)C=N1